2-(5-(5-(4-(4-(3-formyl-4-hydroxybenzyl)piperazin-1-yl)-3-nitrophenyl)-1,2,4-oxadiazol-3-yl)-2-(trifluoromethyl)phenoxy)acetamide C(=O)C=1C=C(CN2CCN(CC2)C2=C(C=C(C=C2)C2=NC(=NO2)C=2C=CC(=C(OCC(=O)N)C2)C(F)(F)F)[N+](=O)[O-])C=CC1O